ClC1=CC2=C(C(C=3NC4=CC(=CC=C4C3C2=O)C#C[Si](C)(C)C)(C)C)C=C1N1CCN(CC1)C(=O)OC(C)(C)C tert-butyl 4-(9-chloro-6,6-dimethyl-11-oxo-3-((trimethyl Silyl)ethynyl)-6,11-dihydro-5H-benzo[b]carbazol-8-yl)piperazine-1-carboxylate